17,17-(Ethylenedioxy)-androst-1,4-diene-3,11-dione C1OC2([C@]3(C)[C@@H](CC2)[C@@H]2CCC4=CC(C=C[C@]4(C)[C@H]2C(C3)=O)=O)OC1